FC(C=1C=NC=C(C=O)C1)(F)F 5-(trifluoromethyl)nicotinaldehyde